3-(7-Chloro-8-fluoro-2-((3-(methoxycarbonyl)bicyclo[1.1.1]pentan-1-yl)methoxy)pyrido[4,3-d]pyrimidin-4-yl)-3,8-diazabicyclo[3.2.1]octane-8-carboxylic acid tert-butyl ester C(C)(C)(C)OC(=O)N1C2CN(CC1CC2)C=2C1=C(N=C(N2)OCC23CC(C2)(C3)C(=O)OC)C(=C(N=C1)Cl)F